C1(=CC=CC=C1)N(C1=CC=CC=C1)C1=CC=C2C=3C=CC(=CC3C(C2=C1)(CC)CC)C=CC1=CC=C(C=C1)C1(C2=CC=CC=C2C=2C=CC=CC12)C1=CC=CC=C1 9-[4-(2-(7-(N,N-diphenylamino)-9,9-diethylfluoren-2-yl)vinyl)phenyl]-9-phenyl-fluorene